(+)-ethyl-D-lactate C(C)OC([C@H](O)C)=O